(trans)-2-((E)-1-phenylbut-1-en-2-yl)cyclopropane-1-carboxylic acid C1(=CC=CC=C1)\C=C(/CC)\[C@H]1[C@@H](C1)C(=O)O